3-(2-(4-aminophenyl)-1-cyclobutyl-5-fluoro-1H-indol-6-yl)-1,2,4-oxadiazol-5(4H)-one hydrochloride Cl.NC1=CC=C(C=C1)C=1N(C2=CC(=C(C=C2C1)F)C1=NOC(N1)=O)C1CCC1